Ethyl 7-((3,4-difluorophenyl) carbamoyl)-5,6,7,8-tetrahydroimidazo[1,5-a]pyrazine-1-carboxylate FC=1C=C(C=CC1F)NC(=O)N1CC=2N(CC1)C=NC2C(=O)OCC